(S)-2-(benzylamino)-N-(1-((4-chlorophenyl)amino)-1-oxopropan-2-yl)-3-nitrobenzamide C(C1=CC=CC=C1)NC1=C(C(=O)N[C@H](C(=O)NC2=CC=C(C=C2)Cl)C)C=CC=C1[N+](=O)[O-]